C(#N)C1=CC(=C(OC=2C3=C(N=C(N2)SC)CN(CC3)C(=O)OC(C)(C)C)C(=C1)C)C Tert-butyl 4-(4-cyano-2,6-dimethylphenoxy)-2-(methylthio)-5,8-dihydropyrido[3,4-d]pyrimidine-7(6H)-carboxylate